7,7-dimethyl-5,9-dioxa-2-azaspiro[3.5]nonane CC1(COC2(CNC2)OC1)C